COC1=C(C=CC(=C1)C=CC)OC(CC=C)C\C=C/CC 2-methoxy-1-(((Z)-nona-1,6-dien-4-yl)oxy)-4-(prop-1-en-1-yl)benzene